3-((7-bromo-2,2,3,3-tetrafluoro-1-oxido-2,3-dihydrobenzo[b]thiophen-6-yl)oxy)-5-fluorobenzonitrile BrC1=C(C=CC2=C1S(C(C2(F)F)(F)F)=O)OC=2C=C(C#N)C=C(C2)F